(R)-3-((3-(7-Aminothiazolo[5,4-d]pyrimidin-2-yl)-4-methylphenyl)ethynyl)-3-hydroxy-1-methylpyrrolidin-2-one NC=1C2=C(N=CN1)SC(=N2)C=2C=C(C=CC2C)C#C[C@]2(C(N(CC2)C)=O)O